C(C)(C)N1C(N(C(C(=C1)C(=O)O)=O)C1CCC(CC1)C)=O 1-isopropyl-3-((1R,4R)-4-methylcyclohexyl)-2,4-dioxo-1,2,3,4-tetrahydropyrimidine-5-carboxylic acid